C(C)O[Si](CCSSSSCC[Si](OCC)(OCC)OCC)(OCC)OCC bis(2-triethoxysilylethyl)tetrasulfide